CC=1N(C(=CC1)C)[W]=CC1=C(C=CC=C1)OC (2,5-dimethyl-1H-pyrrol-1-yl)[(2-methoxyphenyl)methylene]tungsten